(2R,4S,5R,6R)-2-(benzyloxy)-6-((1R,2R)-3-(2-(4-ethynylphenyl)acetamido)-1,2-dihydroxypropyl)-4-hydroxy-5-(2-hydroxyacetamido)tetrahydro-2H-pyran-2-carboxylic acid C(C1=CC=CC=C1)O[C@]1(O[C@H]([C@@H]([C@H](C1)O)NC(CO)=O)[C@@H]([C@@H](CNC(CC1=CC=C(C=C1)C#C)=O)O)O)C(=O)O